O=C([C@@H](O)[C@@H](O)CO)[O-] L-erythronate